COC1=CC=C(CN2CC3=CC=CC(=C3CC2)Br)C=C1 (l)-2-(4-methoxybenzyl)-5-bromo-1,2,3,4-tetrahydroisoquinoline